Cl.N[C@@H](C(=O)OC)CC=1C=NC=CC1 Methyl (2R)-2-amino-3-(pyridin-3-yl)propanoate Hydrochloride